BrC1=C(C(=C(C(=C1)F)F)C)I 1-bromo-4,5-difluoro-2-iodo-3-methylbenzene